COC1=CC=2N(C3=CC=CC=C3S(C2C=C1)=O)C(C)=O 1-(2-methoxy-5-oxido-10H-phenothiazin-10-yl)ethan-1-one